FC=1C(=C(C=C2CCN(CC12)C(CCC(C)C)=O)O)N1CC(NS1(=O)=O)=O 5-(8-fluoro-6-hydroxy-2-(4-methylpentanoyl)-1,2,3,4-tetrahydroisoquinolin-7-yl)-1,2,5-thiadiazolidin-3-one 1,1-dioxide